C1(CC1)C=1C=C2C=CN(C(C2=C(C1)F)=O)C1=C(C(=CC=C1)C1=CN(C(C(=C1)NC1=NC=C(C=C1)N1CCN(CC1)C)=O)C)CO 6-cyclopropyl-8-fluoro-2-(2-hydroxymethyl-3-{1-methyl-5-[5-(4-methyl-piperazin-1-yl)-pyridin-2-ylamino]-6-oxo-1,6-dihydro-pyridin-3-yl}-phenyl)-2H-isoquinolin-1-one